C(C)(C)(C)C1CN(CC1)C(=O)NCC1=C(C=C(C=C1)C1=NC(=NC=C1)NC=1C=NN(C1)[C@@H]1CNCC1)C(F)(F)F 3-(tert-butyl)-N-(4-(2-((1-((S)-pyrrolidin-3-yl)-1H-pyrazol-4-yl)amino)pyrimidin-4-yl)-2-(trifluoromethyl)benzyl)pyrrolidine-1-carboxamide